tetraphenylbismuth tris(trifluoromethanesulfonyl)methide [C-](S(=O)(=O)C(F)(F)F)(S(=O)(=O)C(F)(F)F)S(=O)(=O)C(F)(F)F.C1(=CC=CC=C1)[Bi](C1=CC=CC=C1)(C1=CC=CC=C1)C1=CC=CC=C1